OC1=CC=C(C=C1)C(CCC(=O)O)(C)C1=CC=C(C=C1)O 4,4-bis-(4'-hydroxyphenyl)pentanoic acid